bromocyclobutane-1-carboxylic acid BrC1(CCC1)C(=O)O